(R)-5-isobutyl-3-(trifluoromethyl)-7,8,9,10-tetrahydro-5H-pyrazino[1,2-a]pyrido[3,2-e]pyrazin-6(6aH)-one hydrochloride Cl.C(C(C)C)N1C([C@@H]2N(C3=C1C=C(C=N3)C(F)(F)F)CCNC2)=O